2,7-bis(trifluoromethyl)imidazo[1,2-a]pyrimidin-5-ol FC(C=1N=C2N(C(=CC(=N2)C(F)(F)F)O)C1)(F)F